1,3-di(carbazol-9-yl)benzene Tetrasodium N,N-bis(carboxylatomethyl)-L-glutamate C(=O)([O-])CN([C@@H](CCC(=O)[O-])C(=O)[O-])CC(=O)[O-].[Na+].[Na+].[Na+].[Na+].C1=CC=CC=2C3=CC=CC=C3N(C12)C1=CC(=CC=C1)N1C2=CC=CC=C2C=2C=CC=CC12